N1N=C(C=C1)\C=C/C1=CN=C2N1N=C(C=C2)N2[C@H](C[C@@H](C2)F)C2=C(C=CC(=C2)F)F 3-((Z)-2-(1H-pyrazol-3-yl)vinyl)-6-((2r,4s)-2-(2,5-difluorophenyl)-4-fluoropyrrolidin-1-yl)imidazo[1,2-b]pyridazine